Stearamidopropyldimethyl-amin C(CCCCCCCCCCCCCCCCC)(=O)NCCCN(C)C